N-(9-fluorenylmethoxycarbonyl)-O-tert-butyl-L-threonine C[C@H]([C@@H](C(=O)O)NC(=O)OCC1C2=CC=CC=C2C3=CC=CC=C13)OC(C)(C)C